N-[1-(dicyclopropylmethyl)-2-[[5-(5-ethyl-3-methyl-1H-pyrazol-4-yl)-6-fluoro-2-pyridyl]amino]-2-oxo-ethyl]-3-ethyl-isoxazole-4-carboxamide C1(CC1)C(C(C(=O)NC1=NC(=C(C=C1)C=1C(=NNC1CC)C)F)NC(=O)C=1C(=NOC1)CC)C1CC1